C1(CC1)S(=O)(=O)NC1=NC=C(C(=N1)C(C(=O)NC1=CC=C(C=C1)C1=NC(=CN=C1)OCC)(C)C)C 2-(2-(cyclopropanesulfonylamino)-5-methylpyrimidin-4-yl)-N-(4-(6-ethoxypyrazin-2-yl)phenyl)-2-methylpropanamide